((2S,5S)-1-benzyl-5-((3-(tert-butoxy)-3-oxopropoxy)methyl)pyrrolidin-2-yl)methyl benzoate C(C1=CC=CC=C1)(=O)OC[C@H]1N([C@@H](CC1)COCCC(=O)OC(C)(C)C)CC1=CC=CC=C1